Silver (I) TrifluoromethaneSulfonate FC(S(=O)(=O)[O-])(F)F.[Ag+]